FC=1C=C2C(=CNC2=CC1F)C1N(CCC2=CC(=CC=C12)C1=CC(=CC=C1)OC)C(=O)N (5,6-difluoro-1H-indol-3-yl)-6-(3-methoxyphenyl)-3,4-dihydroisoquinoline-2(1H)-carboxamide